3-(2-cyanoethoxy)propionitrile C(#N)CCOCCC#N